OC1=C(C(C(=O)OC)=CC=C1)C(=O)[O-] Methyl hydroxyphthalate